NCC(CCOC1=CC=C2C=C(C(=C(C2=C1)F)N1CC(NS1(=O)=O)=O)O)(C)C 5-[7-(4-amino-3,3-dimethylbutoxy)-1-fluoro-3-hydroxynaphthalen-2-yl]-1λ6,2,5-thiadiazolidine-1,1,3-trione